4-allyloxybenzylcarbinol C(C=C)OC1=CC=C(CCO)C=C1